C1=CC=C(C=2SC3=C(C21)C=CC=C3)C=3C=C(C=CC3)C3=CC(=CC=C3)C3=CN=C2C(=N3)OC=3C2=C2C=CC=CC2=C2C=CC=CC23 11-[(3'-dibenzothiophen-4-yl)biphenyl-3-yl]phenanthro[9',10':4,5]Furano[2,3-b]pyrazine